2-(1,3-benzodioxol-5-yl)-N-[4-(4-chlorophenyl)-1-oxophthalazin-2(1H)-yl]acetamide O1COC2=C1C=CC(=C2)CC(=O)NN2C(C1=CC=CC=C1C(=N2)C2=CC=C(C=C2)Cl)=O